Cl.COC=1C=CC2=C(N=C(S2)[C@@H]2C[C@H](CN2)O)C1 (3r,5s)-5-(5-methoxybenzo[d]thiazol-2-yl)pyrrolidin-3-ol hydrochloride